C(C)(C)(C)OC(C[C@H]1OC(O[C@@H](C1)C=CC=1C(=NC2=CC=CC=C2C1C1=CC=C(C=C1)F)C1CC1)(C)C)=O (4S-6S)-6-[[(1E)-2-cyclopropyl-4-(4-fluorophenyl)-3-quinolinyl]ethenyl]-2,2-dimethyl-1,3-dioxane-4-acetic acid tert-butyl ester